tricyclo[5.3.1.13,9]dodecanediol C12(C(C3CCCC(CC(C1)C3)C2)O)O